N-[(1R)-1-(4-acetyl-3,5-diethoxyphenyl)ethyl]-N'-[1-(2-benzyl-2H-tetrazol-5-yl)-3,3-difluorocyclobutyl]-N-(4-phenylbutyl)urea C(C)(=O)C1=C(C=C(C=C1OCC)[C@@H](C)N(C(=O)NC1(CC(C1)(F)F)C=1N=NN(N1)CC1=CC=CC=C1)CCCCC1=CC=CC=C1)OCC